BENZYLOXYACETALDEHYDE C(C1=CC=CC=C1)OCC=O